5-(1-(4-bromo-2-(spiro[2.5]oct-5-en-6-yl)phenyl)-1H-1,2,3-triazol-4-yl)-7-(4,4-difluoropiperidin-1-yl)furo[2,3-c]pyridine BrC1=CC(=C(C=C1)N1N=NC(=C1)C=1C=C2C(=C(N1)N1CCC(CC1)(F)F)OC=C2)C2=CCC1(CC1)CC2